ClC1=NC(=C(C(=N1)N(C(OC(C)(C)C)=O)[C@H](C)[C@H](C)O)O)Cl tert-butyl (2,6-dichloro-5-hydroxypyrimidin-4-yl)((2R,3S)-3-hydroxybutan-2-yl)carbamate